[Zn].[Fe].[Ce] cerium-iron-zinc